[Sn].[Pb].[Ni].[Cu] copper-nickel-lead-tin